BrC=1C=C(C=C(C1CO)F)CO [3-bromo-5-fluoro-4-(hydroxymethyl)phenyl]methanol